N-(3-((2-((5-methyl-2-(4-methylpiperazin-1-yl)oxazol-4-yl)amino)-5-(trifluoromethyl)pyrimidin-4-yl)amino)propyl)oxetane-3-carboxamide CC1=C(N=C(O1)N1CCN(CC1)C)NC1=NC=C(C(=N1)NCCCNC(=O)C1COC1)C(F)(F)F